ClC1=NC=CC=C1OC 2-chloro-3-methoxypyridine